triphosphorolene P1=PPCC1